N-(propan-2-yl)-1-[4-(5-{2-[3-(trifluoromethoxy)phenyl]acetamido}-1,3,4-thiadiazol-2-yl)butyl]-1H-1,2,3-triazole-4-carboxamide CC(C)NC(=O)C=1N=NN(C1)CCCCC=1SC(=NN1)NC(CC1=CC(=CC=C1)OC(F)(F)F)=O